C(#N)C1=C(C=CC(=C1)F)SC=1C=2N(C=C(C1)C=1N=NN(C1)[C@@H]1CNCCC1)N=CC2C#N (S)-4-((2-cyano-4-fluorophenyl)thio)-6-(1-(piperidin-3-yl)-1H-1,2,3-triazol-4-yl)pyrazolo[1,5-a]pyridine-3-carbonitrile